FC=1C(=NC(=NC1)NC1CCN(CC1)S(=O)(=O)C)C=1C=C2C(=CC=NC2=CC1)C(=O)OC Methyl 6-(5-fluoro-2-((1-(methylsulfonyl)piperidin-4-yl)amino)pyrimidin-4-yl)quinoline-4-carboxylate